dimethylamino-2,3-epoxypropane CN(C)CC1CO1